BrC1=C2C(=CN=C1NC1CN(CC1)CCO)OC(=C2)C#N 4-bromo-5-((1-(2-hydroxyethyl)pyrrolidin-3-yl)amino)furo[2,3-c]pyridine-2-carbonitrile